C(=C)[Si](OCCC)(OCCC)OCCC ethenyltripropoxysilane